O=C1NC(CCC1N1C(C2=CC=CC(=C2C1)CCCOCCOCCOC1=CC2=C(N=CN2)C=C1)=O)=O 5-[2-(2-{3-[2-(2,6-dioxoPiperidin-3-yl)-1-oxo-2,3-dihydro-1H-isoindol-4-yl]-propoxy}-ethoxy)-ethoxy]-benzimidazole